3-(2,2-Dioxido-1,3-dihydro-2,1-benzothiazol-3-yl)propannitril O=S1(NC2=C(C1CCC#N)C=CC=C2)=O